(2S,3S)-3-((4-(5-chloro-1H-pyrazolo[3,4-b]pyridin-3-yl)-6-(2-furyl)-1,3,5-triazin-2-yl)amino)bicyclo[2.2.2]octane-2-carboxylic acid ClC=1C=C2C(=NC1)NN=C2C2=NC(=NC(=N2)C=2OC=CC2)N[C@@H]2[C@H](C1CCC2CC1)C(=O)O